O=C(CCC(=O)O)C1=CC=C(C=C1)OC1=CC=CC=C1 4-oxo-4-(4-phenoxy-phenyl)-butyric acid